COC(=O)[C@H]1NCC(C1)=O (S)-4-oxo-pyrrolidine-2-carboxylic acid methyl ester